3-(3-fluorophenyl)-1-isopropyl-2,4-dioxo-1,2,3,4-tetrahydropyrimidin-5-carboxylic acid FC=1C=C(C=CC1)N1C(N(C=C(C1=O)C(=O)O)C(C)C)=O